6-(4-ethoxytetrahydro-2H-pyran-4-yl)quinoline-4-carboxylic acid C(C)OC1(CCOCC1)C=1C=C2C(=CC=NC2=CC1)C(=O)O